N-[2-oxo-1-(8-oxo-5,6,7,8-tetrahydro-1,7-naphthyridin-7-yl)-2-[4-(trifluoromethyl)phenyl]ethyl]benzamide O=C(C(N1CCC=2C=CC=NC2C1=O)NC(C1=CC=CC=C1)=O)C1=CC=C(C=C1)C(F)(F)F